ClC=1C=C2C(=CN1)N(C(=C2)C2=C(C=CC(=C2)F)C)C 5-chloro-2-(5-fluoro-2-methylphenyl)-1-methylpyrrolo[2,3-c]pyridine